OCC=1C=CC(=C(C#N)C1)OCC(F)(F)F 5-(hydroxymethyl)-2-(2,2,2-trifluoroethoxy)benzonitrile